COC(C(CI)(C)C)=O.N1(C=NC=C1)C1=NC=CC(=N1)C(=O)NC1CCC(CC1)(C)OC 2-(1H-imidazol-1-yl)-N-((1r,4r)-4-methoxy-4-methylcyclohexyl)pyrimidine-4-carboxamide methyl-3-iodo-2,2-dimethyl-propanoate